CCCCCCCCCCCC(=O)O[C@H](COC(=O)CC/C=C\C/C=C\C/C=C\C/C=C\C/C=C\C/C=C\CC)COP(=O)(O)OC[C@@H](C(=O)O)N 1-(4Z,7Z,10Z,13Z,16Z,19Z-docosahexaenoyl)-2-dodecanoyl-glycero-3-phosphoserine